8-(6''-methoxy-3,6-dihydro-2H-[1,2':3',3''-terpyridin]-4-yl)-[1,2,4]triazolo[4,3-a]pyridine COC1=CC=C(C=N1)C=1C(=NC=CC1)N1CCC(=CC1)C=1C=2N(C=CC1)C=NN2